C(C)(=O)C=1C(NC2=CC(=CC=C2C1C)N1CCN(CC1)C)=O 3-acetyl-4-methyl-7-(4-methylpiperazin-1-yl)quinolin-2(1H)-one